4-trimethylsilyl-benzenesulfonic acid C[Si](C1=CC=C(C=C1)S(=O)(=O)O)(C)C